tert-butyl 2-[3-({2-cyclopropyl-6-fluoro-4-[(imidazolidin-2-ylidene) carbamoyl] phenyl} amino) phenyl]-4,5-dihydro-1H-imidazole-1-carboxylate C1(CC1)C1=C(C(=CC(=C1)C(N=C1NCCN1)=O)F)NC=1C=C(C=CC1)C=1N(CCN1)C(=O)OC(C)(C)C